C(#N)C=1C=C2C(=NC1)N(C=C2)C2=NC=C(C(=O)NC[C@H](C(C)(C)O)F)C(=C2)NCC2COC2 (R)-6-(5-cyano-1H-pyrrolo[2,3-b]pyridin-1-yl)-N-(2-fluoro-3-hydroxy-3-methylbutyl)-4-((oxetan-3-ylmethyl)amino)nicotinamide